ClC=1C=C(COB(O)O)C=CC1Cl 3,4-dichlorobenzylboric acid